The molecule is an organic heteropentacyclic compound that is p-xylene in which the 2-3 and 5-6 bonds of the benzene ring have each been fused with the b edge of a benzothiophene moiety. It has a role as a mutagen. It is an organic heteropentacyclic compound and an organosulfur heterocyclic compound. CC1=C2C3=CC=CC=C3SC2=C(C4=C1SC5=CC=CC=C54)C